4-[1-(cyclobutyl-methyl)-8-dimethylamino-2-oxo-8-phenyl-1,3-diazaspiro[4.5]decan-3-yl]-N-ethyl-N-(2-hydroxy-ethyl)-benzamide C1(CCC1)CN1C(N(CC12CCC(CC2)(C2=CC=CC=C2)N(C)C)C2=CC=C(C(=O)N(CCO)CC)C=C2)=O